C(#N)C=1C=C(C=CC1)NC(=O)NC=1SC2=C(N1)C=CC(=C2)C(=O)OC Methyl 2-[(3-cyanophenyl)carbamoylamino]-1,3-benzothiazole-6-carboxylate